1-(2-Cyclohexyl-6-methylphenoxy)-N-((6-(4-(4-fluorophenyl)piperazin-1-yl)pyridin-2-yl)sulfonyl)cyclopropane-1-carboxamide C1(CCCCC1)C1=C(OC2(CC2)C(=O)NS(=O)(=O)C2=NC(=CC=C2)N2CCN(CC2)C2=CC=C(C=C2)F)C(=CC=C1)C